(2S,3S)-heptane-2,3-diol C[C@@H]([C@H](CCCC)O)O